ethyl 4-methyl-5-[2-(trifluoromethyl) phenyl]-1H-pyrrole-3-carboxylate CC=1C(=CNC1C1=C(C=CC=C1)C(F)(F)F)C(=O)OCC